hydroxydihydrocodeinone OC1=CC(OC)=C2C=3[C@@]45[C@@H](O2)C(=O)CC[C@H]4[C@@H](CC13)N(C)CC5